1-Methyl-5-oxo-N-(6-((5-(trifluoromethyl)pyridin-2-yl)oxy)quinolin-8-yl)-pyrrolidine-2-carboxamide CN1C(CCC1=O)C(=O)NC=1C=C(C=C2C=CC=NC12)OC1=NC=C(C=C1)C(F)(F)F